6-(trifluoromethyl)pyrimidine-4-thiol FC(C1=CC(=NC=N1)S)(F)F